ClC(C)C=1C(=NC(=CC1C)C)CCl 3-(1-chloroethyl)-2-(chloromethyl)-4,6-dimethylpyridine